N-[(3-Fluorophenyl)methyl]-4-methyl-6-morpholin-4-yl-2-pyrrolidin-1-yl-pyridine-3-carboxylic acid amide FC=1C=C(C=CC1)CNC(=O)C=1C(=NC(=CC1C)N1CCOCC1)N1CCCC1